5-fluoro-3-(hexahydrocyclopenta[c]pyrrol-2(1H)-yl)-8,9-dihydropyrido[3',2':4,5]pyrrolo[1,2-a]pyrazin FC=1C2=C(N3C1C=NCC3)N=CC(=C2)N2CC3C(C2)CCC3